C(CC)(=O)C(C(=O)OC)CC=C methyl 2-propionyl-4-pentenoate